(R)-2-(2-Chloro-5-isopropyl-8-oxothieno[2',3':4,5]pyrrolo[1,2-d][1,2,4]triazin-7(8H)-yl)-N-(2-hydroxypropyl)acetamide trans-ethyl-2-(phenylthio)cyclopropane-1-carboxylate C(C)OC(=O)[C@H]1[C@@H](C1)SC1=CC=CC=C1.ClC1=CC2=C(C=C3N2C(=NN(C3=O)CC(=O)NC[C@@H](C)O)C(C)C)S1